tert-butyl 7,7-difluoro-3,3a,4,5,6,7a-hexahydro-1H-isoindole-2-carboxylate FC1(CCCC2CN(CC12)C(=O)OC(C)(C)C)F